(2R,3S,5R)-5-{4-chloro-5-cyclopentyl-7H-pyrrolo[2,3-d]pyrimidin-7-yl}-2-{[(2-{[(2,4-dimethoxyphenyl)methyl](methyl)amino}quinolin-7-yl)oxy]methyl}oxolan-3-ol ClC=1C2=C(N=CN1)N(C=C2C2CCCC2)[C@H]2C[C@@H]([C@H](O2)COC2=CC=C1C=CC(=NC1=C2)N(C)CC2=C(C=C(C=C2)OC)OC)O